N=1NC=C2C1CCOC2 2,4,6,7-tetrahydropyrano[4,3-c]pyrazole